N-[4-(6-butanoyl-4-methylpyridin-3-yl)imidazo[1,2-a]1,6-naphthyridin-8-yl]acetamide C(CCC)(=O)C1=CC(=C(C=N1)C=1C=2N(C3=CC(=NC=C3C1)NC(C)=O)C=CN2)C